C(C)C(COC(C1=CC(=C(C(=C1)O)O)O)=O)CC 3,4,5-trihydroxybenzoic acid-2-ethylbutyl ester